OC1=C(C=CC=C1OC(F)(F)F)B(O)O 2-HYDROXY-3-(TRIFLUOROMETHOXY)PHENYLBORONIC ACID